(R)-azetidin-1-yl-(5-(2-(5-fluoropyridin-3-yl)pyrrolidin-1-yl)pyrazolo[1,5-a]pyrimidin-3-yl)methanone N1(CCC1)C(=O)C=1C=NN2C1N=C(C=C2)N2[C@H](CCC2)C=2C=NC=C(C2)F